1-(4-fluorobenzyl)-7-methyl-N-(3-nitrobenzyl)-5-(1H-pyrrole-2-carbonyl)-4,5,6,7-tetrahydro-1H-pyrazolo[4,3-c]pyridine-3-carboxamide FC1=CC=C(CN2N=C(C=3CN(CC(C32)C)C(=O)C=3NC=CC3)C(=O)NCC3=CC(=CC=C3)[N+](=O)[O-])C=C1